(E)-2-(4-(2-(3-fluoropyridin-2-yl)vinylsulfonyl)phenoxy)-1-(4-methylpiperazin-1-yl)ethanone hydrochloride Cl.FC=1C(=NC=CC1)/C=C/S(=O)(=O)C1=CC=C(OCC(=O)N2CCN(CC2)C)C=C1